3-(5-(((1R,2S)-2-(4-(cyclopropylmethoxy)piperidin-1-yl)cyclopentyl)oxy)-1-oxoisoindolin-2-yl)piperidine-2,6-dione C1(CC1)COC1CCN(CC1)[C@@H]1[C@@H](CCC1)OC=1C=C2CN(C(C2=CC1)=O)C1C(NC(CC1)=O)=O